ethyl 1-(6-((2,4-dimethoxybenzyl)amino)-4-morpholino-5-nitropyridin-2-yl)-3-(m-tolyl)-1H-pyrazole-5-carboxylate COC1=C(CNC2=C(C(=CC(=N2)N2N=C(C=C2C(=O)OCC)C=2C=C(C=CC2)C)N2CCOCC2)[N+](=O)[O-])C=CC(=C1)OC